2-(4-methylthiazol-2-yl)propan-2-amine CC=1N=C(SC1)C(C)(C)N